3-(((5-(difluoromethoxy)-3-(difluoromethyl)-1-methyl-1H-pyrazol-4-yl)methyl)sulfonyl)-5-ethyl-5-methyl-4,5-dihydroisoxazole FC(OC1=C(C(=NN1C)C(F)F)CS(=O)(=O)C1=NOC(C1)(C)CC)F